2-(3-{[4-methanesulfonyl-2-(2,2,2-trifluoroethoxy)phenyl]amino}prop-1-yn-1-yl)-N-(1-methylpiperidin-4-yl)-1-(2,2,2-trifluoroethyl)-1H-indol-4-amine CS(=O)(=O)C1=CC(=C(C=C1)NCC#CC=1N(C=2C=CC=C(C2C1)NC1CCN(CC1)C)CC(F)(F)F)OCC(F)(F)F